(1S,3S)-1-(2,6-difluoro-4-((1-(3-fluoropropyl)azetidin-3-yl)oxy)phenyl)-7-fluoro-2-(2-fluoro-2-methylpropyl)-3-methyl-2,3,4,9-tetrahydro-1H-pyrido[3,4-b]indole FC1=C(C(=CC(=C1)OC1CN(C1)CCCF)F)[C@@H]1N([C@H](CC2=C1NC1=CC(=CC=C21)F)C)CC(C)(C)F